ClC1=NC=C(C(=N1)C)C1CCN(CC1)C(=O)OC(C)(C)C tert-butyl 4-(2-chloro-4-methyl-pyrimidin-5-yl)piperidine-1-carboxylate